3-(4-bromo-3-chloro-phenyl)-1-phenyl-pyrazolo[4,3-c]quinoline BrC1=C(C=C(C=C1)C1=NN(C2=C1C=NC=1C=CC=CC21)C2=CC=CC=C2)Cl